2-(3-fluorobenzyl)-6-(4-fluorophenyl)pyridazin-3(2H)-one FC=1C=C(CN2N=C(C=CC2=O)C2=CC=C(C=C2)F)C=CC1